CC=1C=CC=C2NC=C(CC(N)CC)C12 4-methyl-α-ethyltryptamine